5-(aminomethyl)-2-chloro-N-{1-[4-(trifluoromethyl)phenyl]-1H-indazol-4-yl}benzamide nickel-cobalt iron-aluminum [Al].[Fe].[Co].[Ni].NCC=1C=CC(=C(C(=O)NC2=C3C=NN(C3=CC=C2)C2=CC=C(C=C2)C(F)(F)F)C1)Cl